8-(benzyloxy)-2-fluoro-6-[(triisopropylsilyl)oxy]naphthalen C(C1=CC=CC=C1)OC=1C=C(C=C2C=CC(=CC12)F)O[Si](C(C)C)(C(C)C)C(C)C